p-mercaptophenylboronic acid SC1=CC=C(C=C1)B(O)O